tert-butyl (S,E)-2-(1-((tert-butoxycarbonyl)amino)-7-(isoxazol-3-yl)-7-oxohept-3-en-1-yl)-5-(2-fluorophenyl)-1H-imidazole-1-carboxylate C(C)(C)(C)OC(=O)N[C@@H](C\C=C\CCC(=O)C1=NOC=C1)C=1N(C(=CN1)C1=C(C=CC=C1)F)C(=O)OC(C)(C)C